(E)-4-oxo-4-(piperidin-1-yl)but-2-enoic acid O=C(/C=C/C(=O)O)N1CCCCC1